3,4-Dibromo-2-chloro-thiophene BrC1=C(SC=C1Br)Cl